(3S,4S)-1-(7-(8-Ethyl-7-fluoro-3-hydroxynaphthalen-1-yl)-8-fluoro-2-(((2R,7aS)-2-fluorotetrahydro-1H-pyrrolizin-7a(5H)-yl)methoxy)pyrido[4,3-d]pyrimidin-4-yl)-4-fluoropiperidin-3-ol C(C)C=1C(=CC=C2C=C(C=C(C12)C1=C(C=2N=C(N=C(C2C=N1)N1C[C@@H]([C@H](CC1)F)O)OC[C@]12CCCN2C[C@@H](C1)F)F)O)F